(R)-2-(tert-butoxycarbonylamino)-5,5-difluoro-hexanoic acid C(C)(C)(C)OC(=O)N[C@@H](C(=O)O)CCC(C)(F)F